allyl (5S,8S,10aR)-5-amino-8-(((R)-chroman-4-yl)carbamoyl)-6-oxooctahydropyrrolo[1,2-a][1,5]diazocine-3(4H)-carboxylate hydrochloride Cl.N[C@H]1CN(CC[C@@H]2N(C1=O)[C@@H](CC2)C(N[C@@H]2CCOC1=CC=CC=C21)=O)C(=O)OCC=C